6-{[2-(1-methylpyrazol-4-yl)-4-pyridyl]oxy}-3-(2-pyrrolidin-1-ylethyl)quinazolin-4-one CN1N=CC(=C1)C1=NC=CC(=C1)OC=1C=C2C(N(C=NC2=CC1)CCN1CCCC1)=O